1,4-Bisphenoxybenzol O(C1=CC=CC=C1)C1=CC=C(C=C1)OC1=CC=CC=C1